(S)-(5-fluoro-2-(2-methoxy-7-methylquinoxalin-5-yl)-7,8-dihydrobenzofuro[5,4-d]thiazol-7-yl)methylamine FC1=CC=2N=C(SC2C=2C[C@H](OC21)CN)C2=C1N=CC(=NC1=CC(=C2)C)OC